(E)-4-nitrobenzenesulfonic acid [N+](=O)([O-])C1=CC=C(C=C1)S(=O)(=O)O